CC1=NC(=CC(=N1)NC1=NN2C(C=C(C=C2)C2=C(C=NC(=C2)C)OC2C[C@@H]3COC[C@H](C2)N3C#N)=C1)C (1S,5R)-7-[[4-[2-[(2,6-dimethylpyrimidin-4-yl)amino]pyrazolo[1,5-a]pyridin-5-yl]-6-methyl-3-pyridyl]oxy]-3-oxa-9-azabicyclo[3.3.1]nonane-9-carbonitrile